(1r,4r)-4-((5-phenyl-1-(3-(trifluoromethyl)benzyl)-1H-indazole-7-carboxamido)methyl)cyclohexane-1-carboxylic acid C1(=CC=CC=C1)C=1C=C2C=NN(C2=C(C1)C(=O)NCC1CCC(CC1)C(=O)O)CC1=CC(=CC=C1)C(F)(F)F